C(C)(=O)CC(=O)OC(CCC)OC(C=C)=O butanediol acrylate acetyl-acetate